N-ethyl-4,5,6,7-tetrahydro-benzothiazole-6-amine C(C)NC1CC2=C(N=CS2)CC1